2-(2'-hydroxy-3,5'-di-sec-butylphenyl)-5-tert-butylbenzotriazole OC1=C(C=C(C=C1C(C)CC)C(C)CC)N1N=C2C(=N1)C=CC(=C2)C(C)(C)C